[NH4+].C(CCCCCCCCCCC)OS(=O)(=O)[O-].[Na] sodium laurylsulfate ammonium